4-(bromomethyl)-3-bromobenzaldehyde oxime BrCC1=C(C=C(C=NO)C=C1)Br